C1(CC1)C1=C(C=C(C=C1)CC(=O)N1[C@H](CN(CC1)C1=CC=C(N=N1)C#N)C)F (S)-6-(4-(2-(4-CYCLOPROPYL-3-FLUOROPHENYL)ACETYL)-3-METHYLPIPERAZIN-1-YL)PYRIDAZINE-3-CARBONITRILE